lithium 4-triphenylmethylphenoxide C1(=CC=CC=C1)C(C1=CC=C([O-])C=C1)(C1=CC=CC=C1)C1=CC=CC=C1.[Li+]